methyl 3-methyl-1H-pyrazolo[4,3-b]pyridine-5-carboxylate CC1=NNC=2C1=NC(=CC2)C(=O)OC